sodium methyl-silanolate C[SiH2][O-].[Na+]